(4-methylbenzylaminomethyl)-16-oxo-androsta-5-en-3beta-ol acetate C(C)(=O)O[C@@H]1CC2=CC[C@H]3[C@@H]4CC(C[C@@]4(CCNCC4=CC=C(C=C4)C)CC[C@@H]3[C@]2(CC1)C)=O